CCC=CCCCCCCC γ-undecene